hexamethyldisilainine Potassium [K].CC1=C(C(=C([Si](=[Si]1C)C)C)C)C